N-cyclopropyl-4-methyl-3-(1-{6-[(4-methylpiperazin-1-yl)sulfonyl]imidazo[1,2-a]pyridin-3-yl}-1H-pyrazol-4-yl)benzamide C1(CC1)NC(C1=CC(=C(C=C1)C)C=1C=NN(C1)C1=CN=C2N1C=C(C=C2)S(=O)(=O)N2CCN(CC2)C)=O